4-(7-fluoroimidazo[1,2-a]pyridin-3-yl)-7-((5-(1-methyl-2-oxopyrrolidin-3-yl)pyridin-2-yl)amino)isoindolin-1-one FC1=CC=2N(C=C1)C(=CN2)C2=C1CNC(C1=C(C=C2)NC2=NC=C(C=C2)C2C(N(CC2)C)=O)=O